FC1=CC2=C(CCO2)C=C1S(=O)(=O)N1CCC(CC1)C=1C(=CC=2N(C1)N=CN2)OC 6-(1-((6-fluoro-2,3-dihydrobenzofuran-5-yl)sulfonyl)piperidin-4-yl)-7-methoxy-[1,2,4]triazolo[1,5-a]pyridine